CCNNCCCN N-(2-ethylamino)-1,3-propanediamine